OCC1(CCCC1)CO 1,1-dihydroxymethylcyclopentane